C1(CC1)CC1=CC(=C2C=3[C@@]45[C@H](C(CC[C@]4([C@@H](CC13)NCC5)O)=O)O2)O (Cyclopropylmethyl)-4,5a-epoxy-3,14-dihydroxymorphinan-6-one